4-(6-amino-1-(3-methyl-4-nitrobenzyl)-1H-pyrazolo[3,4-d]pyrimidin-4-yl)pyridinecarbonitrile NC1=NC(=C2C(=N1)N(N=C2)CC2=CC(=C(C=C2)[N+](=O)[O-])C)C2=CC(=NC=C2)C#N